4-(methyl-(piperidin-4-yl)amino)benzonitrile 2HCl Cl.Cl.CN(C1=CC=C(C#N)C=C1)C1CCNCC1